tert-butyl 4-[3-[(5-bromo-2-pyridyl)oxy]cyclobutoxy]piperidine-1-carboxylate BrC=1C=CC(=NC1)OC1CC(C1)OC1CCN(CC1)C(=O)OC(C)(C)C